FC=1C=C(C=NC1C=1N(C=C(N1)C(F)(F)F)C)COC=1C=2C(N=C(N1)C1=C(C=CC=C1)C(C)C)=NN(C2)C 4-[[5-fluoro-6-[1-methyl-4-(trifluoromethyl)imidazol-2-yl]-3-pyridyl]methoxy]-6-(2-isopropylphenyl)-2-methyl-pyrazolo[3,4-d]pyrimidine